α-hydroxylinoleic acid OC(C(=O)O)CCCCCC\C=C/C\C=C/CCCCC